C(CC)(=S)[O-].[Na+] sodium monothiopropionate